FC(S(=O)(=O)O[C@@H](C(=O)OCC1=CC=CC=C1)C)(F)F Benzyl (2R)-2-{[(trifluoromethyl)sulfonyl]oxy}propanoate